COC=1C=C(C=CC1)C=1N=C(N2C1OC=C2)C2=CC=C(C(=O)O)C=C2 4-(7-(3-methoxyphenyl)imidazo[5,1-b]oxazol-5-yl)benzoic acid